CS(=O)(=O)N(S(=O)(=O)C)C1=C2N=CC=NC2=CC=C1[N+](=O)[O-] N-(methylsulfonyl)-N-(6-nitroquinoxalin-5-yl)methanesulfonamide